FC=1C=C(C=C(C1C1=CSC=C1)F)[C@H](C)O (S)-1-(3,5-difluoro-4-(thiophen-3-yl)phenyl)ethan-1-ol